(4-bromo-2,5-dimethylthiophen-3-yl)(3-fluoro-[1,1'-biphenyl]) BrC=1C(=C(SC1C)C)C1=C(C=CC=C1F)C1=CC=CC=C1